C(#N)C1=C(OC2=CC=C3N=CC(=NC3=C2)CCC2CCN(CC2)C2CCC(CC2)C2=C(C=C3C(=NN(C3=C2)C)N2C(NC(CC2)=O)=O)F)C(=CC=C1NS(N(C)CC)(=O)=O)F 7-[2-cyano-3-[[ethyl(methyl)sulfamoyl]amino]-6-fluoro-phenoxy]-2-[2-[1-[4-[3-(2,4-dioxohexahydropyrimidin-1-yl)-5-fluoro-1-methyl-indazol-6-yl]cyclohexyl]-4-piperidyl]ethyl]quinoxaline